FC(OC1=NC2=CC(=CC(=C2N=C1)C=1SC2=C(N1)C=CC=C2CO)C)F (2-(2-(difluoromethoxy)-7-methylquinoxalin-5-yl)benzo[d]Thiazol-7-yl)methanol